tert-butyl (2-(2-(4-(4-(((3R,4R)-1-(2-cyanoacetyl)-4-methyl piperidin-3-yl)(methyl)amino)-7H-pyrrolo[2,3-d]pyrimidine-7-carboxamido) phenoxy)ethoxy) ethyl)carbamate C(#N)CC(=O)N1C[C@@H]([C@@H](CC1)C)N(C=1C2=C(N=CN1)N(C=C2)C(=O)NC2=CC=C(OCCOCCNC(OC(C)(C)C)=O)C=C2)C